3-(5-(3-(1,3-dioxolan-2-yl)pyrrolidin-1-yl)-3-methyl-2-oxo-2,3-dihydro-1H-benzo[d]imidazol-1-yl)piperidin-2,6-dione O1C(OCC1)C1CN(CC1)C1=CC2=C(N(C(N2C)=O)C2C(NC(CC2)=O)=O)C=C1